(R)-N-(1-(2,5-difluorophenyl)ethyl)-3-iodopyrazolo[1,5-a]pyrimidin-5-amine FC1=C(C=C(C=C1)F)[C@@H](C)NC1=NC=2N(C=C1)N=CC2I